tert-butyl (2-(2-(3-((2-((6-methoxypyridazin-3-yl)carbamoyl)-5-(methylamino)phenyl)amino)-3-oxopropoxy)ethoxy)ethyl)carbamate COC1=CC=C(N=N1)NC(=O)C1=C(C=C(C=C1)NC)NC(CCOCCOCCNC(OC(C)(C)C)=O)=O